BrC=1C=C2C=3CCCC(C3NC2=CC1)NCCCN N1-(6-Bromo-2,3,4,9-tetrahydro-1H-carbazol-1-yl)propane-1,3-diamine